(R)-1-chloro-3-(2,6-dichloro-4-(2-(4-((S)-2-hydroxy-3-morpholinopropoxy)phenyl)propan-2-yl)phenoxy)propan-2-yl acetate C(C)(=O)O[C@@H](CCl)COC1=C(C=C(C=C1Cl)C(C)(C)C1=CC=C(C=C1)OC[C@H](CN1CCOCC1)O)Cl